FC=1C=C(C=C(C1C(F)(F)F)F)C1=C(C=C(C=C1)C1=CCC(CC1)C1OCC(CC1)CCC)F 2-[4-[4-[3,5-difluoro-4-(trifluoromethyl)phenyl]-3-fluorophenyl]cyclohex-3-en-1-yl]-5-propyl-tetrahydropyran